Methyl (R,E)-5-((tert-butoxycarbonyl)amino)-2,2,7-trimethyloct-3-enoate C(C)(C)(C)OC(=O)N[C@@H](/C=C/C(C(=O)OC)(C)C)CC(C)C